C[N+]1=NC2=CC=CC=C2C(=C1C)P([O-])(=O)OC (2,3-dimethylcinnolin-2-ium-4-yl)-methoxy-phosphinate